N-(4-((2-amino-3-(tetrahydro-2H-pyran-4-yl)pyridin-4-yl)oxy)-3,5-difluorophenyl)-1-(Pyrimidin-2-yl)-5-(trifluoromethyl)-1H-pyrazole-4-carboxamide NC1=NC=CC(=C1C1CCOCC1)OC1=C(C=C(C=C1F)NC(=O)C=1C=NN(C1C(F)(F)F)C1=NC=CC=N1)F